1,1-dimethyl-3-m-tolyl-2-thiourea CN(C(=S)NC=1C=C(C=CC1)C)C